CO\C=C\OC (E)-1,2-dimethoxyethylene